2-((6-(4-(aminomethyl)-4-hydroxypiperidin-1-yl)-3,5-dicyano-4-ethylpyridin-2-yl)thio)-2-phenylacetamide, trifluoroacetate salt FC(C(=O)O)(F)F.NCC1(CCN(CC1)C1=C(C(=C(C(=N1)SC(C(=O)N)C1=CC=CC=C1)C#N)CC)C#N)O